O=S1(CC(C=C1)NS(=O)(=O)C1=CC2=CC=CC=C2C=C1)=O N-(1,1-dioxido-2,3-dihydrothiophen-3-yl)naphthalene-2-sulfonamide